glutaramide-IMiD C(CCCC(=O)N)(N)=N